C(C1=CC=CC=C1)OC1=NC(=CC=C1C1=CC=C(C=C1)N1CCC2(CC(C2)C(=O)OC)CC1)OCC1=CC=CC=C1 methyl 7-(4-(2,6-bis(benzyloxy)pyridin-3-yl)phenyl)-7-azaspiro[3.5]nonane-2-carboxylate